FC(C1=NN(C=C1C(=O)NC1=C(C=CC=C1)C1=CC(=C(C(=C1)F)F)F)C)F 3-difluoromethyl-1-methyl-N-(3',4',5'-trifluorobiphenyl-2-yl)pyrazole-4-amide